C(#N)[C@H](CC1=CC=C(C=C1)C1=CC=C(C=C1)C#N)C1(OCCCNC1)C(=O)N [(1S)-1-Cyano-2-(4'-cyanobiphenyl-4-yl)ethyl]-1,4-oxazepane-2-carboxamide